C(C)(=O)N(C1=C(C=C(C=C1)C1=CC=C(C=N1)C(=O)O)C)C(C)C 6-[4-[acetyl-(isopropyl)amino]-3-methyl-phenyl]pyridine-3-carboxylic acid